C(C)(C)(C)C1N(CC(C2=C1SC(=N2)N2C1CN(CC2CC1)C(=O)OCC1=CC=CC=C1)(F)F)C(=O)OCC1C(CCCC1)CO 1,2-cyclohexanedimethanol tert-butyl-2-(3-((benzyloxy)carbonyl)-3,8-diazabicyclo[3.2.1]octan-8-yl)-7,7-difluoro-6,7-dihydrothiazolo[5,4-c]pyridine-5(4H)-carboxylate